S1(CCOCC2=NC=C(C=C21)C(=O)O)=O 3,5-dihydro-2H-[1,4]oxathiepino[6,5-b]pyridine-8-carboxylic acid 1-oxide